(tert-butyl 2-(4-((1-((4aR,8aS)-3-oxooctahydro-2H-pyrido[4,3-b][1,4]oxazin-6-carbonyl) piperidin-4-ylidene) (phenyl) methyl) phenoxy) ethyl) carbamate C(N)(OCC(OC1=CC=C(C=C1)C(C1=CC=CC=C1)=C1CCN(CC1)C(=O)N1C[C@@H]2[C@@H](OCC(N2)=O)CC1)C(C)(C)C)=O